FC=1C(=C(C=C(C1)F)CNC(=O)C=1C(=NC=C(C1)C=1C=CC=2N(N1)C=C(N2)NC(C(C)C)=O)OC)OC2CCOCC2 N-{[3,5-difluoro-2-(oxan-4-yloxy)phenyl]methyl}-2-methoxy-5-[2-(2-methylpropanamido)imidazo[1,2-b]pyridazin-6-yl]pyridine-3-carboxamide